CC1=C(C(=O)O[C@@H]2OC([C@]([C@H]2OC(C2=CC=CC=C2)=O)(C)O)=O)C=CC=C1 ((2R,3R,4R)-3-(benzoyloxy)-4-hydroxy-4-methyl-5-oxotetrahydrofuran-2-yl) methylbenzoate